2-(5-(3-((2-amino-4-(butylamino)-6-methylpyrimidin-5-yl)methyl)-4-methoxybenzyl)-1H-tetrazol-1-yl)acetic acid NC1=NC(=C(C(=N1)NCCCC)CC=1C=C(CC2=NN=NN2CC(=O)O)C=CC1OC)C